2-(2,6-dimethylphenyl)benzimidazole CC1=C(C(=CC=C1)C)C=1NC2=C(N1)C=CC=C2